ClC=1C=C(C=CC1)CC(OC(=O)N[C@H](C(=O)N[C@H](C(S(=O)(=O)[O-])O)C[C@H]1C(NCC1)=O)CC(C)C)C1=CC=CC=C1.[Na+] sodium (2S)-2-((2S)-2-(((2-(3-chlorophenyl)-1-phenylethoxy)carbonyl) amino)-4-methylpentanamido)-1-hydroxy-3-((S)-2-oxopyrrolidin-3-yl)propane-1-sulfonate